3-(2-chloro-5-fluorophenyl)-3-hydroxy-2-[(4-methoxyphenyl)methyl]-7-methyl-4-nitro-2,3,6,7-tetrahydro-1H-pyrrolo[4,3-f]isoquinoline-1,6-dione ClC1=C(C=C(C=C1)F)C1(N(C(C2=C3C=CN(C(C3=CC(=C21)[N+](=O)[O-])=O)C)=O)CC2=CC=C(C=C2)OC)O